spiro[7H-benzo[c]xanthene-7,1'(3'H)-isobenzofuran]-3'-one C12(OC(C3=CC=CC=C13)=O)C=1C=CC=CC1OC=1C3=C(C=CC12)C=CC=C3